4-(5-(3-(1-Cyanopyrrolidin-2-yl)-1,2,4-oxadiazol-5-yl)pyridazin-3-yl)picolinonitrile C(#N)N1C(CCC1)C1=NOC(=N1)C=1C=C(N=NC1)C1=CC(=NC=C1)C#N